(1R,3S)-3-(3-{[(5-methylpyrazin-2-yl)acetyl]amino}-1H-pyrazol-5-yl)cyclopentyl[(1R)-1-cyclopropylethyl]carbamate CC=1N=CC(=NC1)CC(=O)NC1=NNC(=C1)[C@@H]1C[C@@H](CC1)N(C([O-])=O)[C@H](C)C1CC1